(S)-N-((S)-1-(5-(2-Cyclopropyl-2H-indazol-5-yl)-1H-imidazol-2-yl)-7-oxononyl)-6-ethyl-6-azaspiro[2.5]octan-1-carboxamid C1(CC1)N1N=C2C=CC(=CC2=C1)C1=CN=C(N1)[C@H](CCCCCC(CC)=O)NC(=O)[C@H]1CC12CCN(CC2)CC